C(C)(C)(C)OC(=O)N1C[C@H]2N(CC1)C([C@H](C2)CC#C)=O (7s,8as)-6-oxo-7-(prop-2-yn-1-yl)hexahydropyrrolo[1,2-a]pyrazine-2(1H)-carboxylic acid tert-butyl ester